6-bromo-N-[1-(pyridin-2-yl)piperidin-4-yl]quinazolin-2-amine BrC=1C=C2C=NC(=NC2=CC1)NC1CCN(CC1)C1=NC=CC=C1